S1C2=C(C=C1C(=O)NCC1(CCC1)C(=O)O)CCCCCCC2 1-[[(5,6,7,8,9,10-Hexahydro-4H-cyclonon[b]thiophen-2-ylcarbonyl)amino]methyl]cyclobutanecarboxylic acid